SC=1SC(=C(N1)C)CC(=O)O L-2-mercapto-4-methyl-5-thiazolyl-acetic acid